4-cyclopropyl-N-[5-(2,6-difluoro-4-methoxyphenyl)-1-methyl-3-oxo-2-phenyl-2,3-dihydro-1H-pyrazol-4-yl]benzamide C1(CC1)C1=CC=C(C(=O)NC=2C(N(N(C2C2=C(C=C(C=C2F)OC)F)C)C2=CC=CC=C2)=O)C=C1